C(C1=CC=CC=C1)OC1=CC=C(OC=2C=3N(C=C(C2)C(=O)OC)C=NC3)C=C1 methyl 8-(4-benzyloxyphenoxy)imidazo[1,5-a]pyridine-6-carboxylate